CC1=C(C#[N+][O-])C(=CC(=C1CN1C(=NC=C1)C)C)C 2,4,6-Trimethyl-3-((2-methyl-1H-imidazol-1-yl)methyl)benzonitril oxid